1,3-di(4-sulfobutyl)-5-methylbenzimidazole hydrogen sulfate S(=O)(=O)(O)O.S(=O)(=O)(O)CCCCN1CN(C2=C1C=CC(=C2)C)CCCCS(=O)(=O)O